5-(2-(3-methoxy-4,5-dimethylphenylamino)-5-methylpyrimidin-4-ylamino)-7-methylbenzo[d]oxazol-2(3H)-one trifluoroacetate trifluoroacetate salt FC(C(=O)O)(F)F.FC(C(=O)O)(F)F.COC=1C=C(C=C(C1C)C)NC1=NC=C(C(=N1)NC=1C=C(C2=C(NC(O2)=O)C1)C)C